NC1=NC=NC=2N(C3=CC=C(C=C3C21)C#N)CC(=O)N2C1CC1CC2C(=O)NC2=NC(=CC=C2)Br 2-(2-(4-amino-6-cyano-9H-pyrimido[4,5-b]indol-9-yl)acetyl)-N-(6-bromopyridin-2-yl)-2-azabicyclo[3.1.0]hexane-3-carboxamide